decanediolAt C(CCCCCCCCC)([O-])[O-]